FC1=C(C=CC=C1)[C@@H](N[S@](=O)C(C)(C)C)[C@@H]1CNC2=C(N1)N=CC=C2 (R)-N-[(R)-(2-fluorophenyl)-[(3S)-1,2,3,4-tetrahydropyrido[2,3-b]pyrazin-3-yl]methyl]-2-methyl-propane-2-sulfinamide